aminocyclohexylcarboxylic acid ethyl ester C(C)OC(=O)C1(CCCCC1)N